3,3'-(((2,2'-dichloro-[1,1'-biphenyl]-3,3'-diyl)bis(6-methyl-4-oxopyrazolo[1,5-a]pyrazin-2,5(4H)-diyl))bis(ethane-2,1-diyl))bis(azetidine-3-carboxylic acid) ClC1=C(C=CC=C1C1=NN2C(C(N(C(=C2)C)CCC2(CNC2)C(=O)O)=O)=C1)C1=C(C(=CC=C1)C1=NN2C(C(N(C(=C2)C)CCC2(CNC2)C(=O)O)=O)=C1)Cl